FC(C=1C=CC(=C(C1)NS(=O)(=O)C)OC1=CC=CC=C1)(F)F N-(5-trifluoromethyl-2-phenoxyphenyl)methanesulfonamide